N1C=C(C=2C1=NC=CC2)CNC=2C1=C(N=C(N2)Cl)C(=C(N=C1)C1=CC(=CC2=CC=C(C(=C12)CC)F)OCOC)F N-((1H-pyrrolo[2,3-b]pyridin-3-yl)methyl)-2-chloro-7-(8-ethyl-7-fluoro-3-(methoxymethoxy)naphthalen-1-yl)-8-fluoropyrido[4,3-d]pyrimidin-4-amine